3-Amino-4-(7-fluoro-1H-indazol-4-yl)-8-methyl-7-(2,2,2-trifluoroethyl)-1H-1,5-naphthyridin-2-one NC=1C(NC2=C(C(=CN=C2C1C1=C2C=NNC2=C(C=C1)F)CC(F)(F)F)C)=O